trimethylammonium bis(trifluoromethylsulfonyl)imide salt [N-](S(=O)(=O)C(F)(F)F)S(=O)(=O)C(F)(F)F.C[NH+](C)C